tert-butyl 6-[7-[4-fluoro-2-(2-methoxyethoxy) phenyl]-6-(4,5,6,7-tetrahydrothiazolo[5,4-c]pyridin-2-yl)thieno[3,2-c]pyridin-4-yl]-3,4-dihydro-1H-isoquinoline-2-carboxylate FC1=CC(=C(C=C1)C=1C2=C(C(=NC1C=1SC=3CNCCC3N1)C=1C=C3CCN(CC3=CC1)C(=O)OC(C)(C)C)C=CS2)OCCOC